2-methoxy-1-phenylethan-1-ol COCC(O)C1=CC=CC=C1